NC1=NC=2C=C(C=CC2C2=C1N=C(N2CC2(CC2)O)COCC)CC2=CC=C(C=C2)CCN 1-((4-amino-7-(4-(2-aminoethyl)benzyl)-2-(ethoxymethyl)-1H-imidazo[4,5-c]quinolin-1-yl)methyl)cyclopropan-1-ol